ClC1=C(C(=C2C=NN(C2=C1)[C@@H]1OCCCC1)B1OC(C(O1)(C)C)(C)C)[C@H]1[C@H](C1)C |&1:10| rac-6-chloro-5-((1R,2S)-2-methylcyclopropyl)-1-(tetrahydro-2H-pyran-2-yl)-4-(4,4,5,5-tetramethyl-1,3,2-dioxaborolan-2-yl)-1H-indazole